(1-(1-hydroxybut-3-en-1-yl)cyclopropyl)carbamic acid tert-butyl ester C(C)(C)(C)OC(NC1(CC1)C(CC=C)O)=O